N1(CCCCC2=C1C=CC=C2)C=2C=C1CCC[C@H](C1=CC2)CNC=2C=NC=CC2C(=O)O 3-({[(1R)-6-(2,3,4,5-tetrahydro-1H-1-benzazepin-1-yl)-1,2,3,4-tetrahydronaphthalen-1-yl]methyl}amino)pyridine-4-carboxylic acid